C(C)(C)(C)OC(=O)N1CC2(CC1)CCN(CC2)C2=NC=C(C=C2)C=2C=1N(C=C(C2)C=2C=NN(C2)C)N=CC1C#N 8-(5-(3-cyano-6-(1-methyl-1H-pyrazol-4-yl)pyrazolo[1,5-a]pyridin-4-yl)pyridin-2-yl)-2,8-diazaspiro[4.5]decane-2-carboxylic acid tert-butyl ester